(S)-4,4-Difluoro-2-[5-[1-(2-fluoro-6-methyl-phenyl)-piperidin-4-yl]-6-oxo-7-(2-trifluoromethyl-benzyl)-4,5,6,7-tetrahydro-pyrazolo[3,4-d]pyrimidin-2-ylmethyl]-pyrrolidin FC1(C[C@H](NC1)CN1N=C2N(C(N(CC2=C1)C1CCN(CC1)C1=C(C=CC=C1C)F)=O)CC1=C(C=CC=C1)C(F)(F)F)F